formaldehyde (MENTHYL ACETATE) C1(CC(C(CC1)C(C)C)CC(=O)O)C.C=O